C(C)(C)(C)OC(C#CCO[13C](C(C)O)=O)=O.NC=1C=CC(=C(C1)S(=O)(=O)NCC1=C(C=C(C=C1)OC)OC)N1C=NC(=C1)C1CC1 5-amino-2-(4-cyclopropyl-1H-imidazol-1-yl)-N-(2,4-dimethoxybenzyl)benzenesulfonamide tert-butyl-4-((2-hydroxypropanoyl-13C1)oxy)but-2-ynoate